6-(4-(3-chloro-4-fluorophenyl)-1-(2-fluoroethyl)-1H-imidazol-5-yl)imidazo[1,2-a]pyridine ClC=1C=C(C=CC1F)C=1N=CN(C1C=1C=CC=2N(C1)C=CN2)CCF